C(C)(=O)C1=NN(C2=CC=C(C=C12)C=1C=NC=2N(C1)N=C(C2)C)CC(=O)O (3-acetyl-5-(2-methylpyrazolo[1,5-a]pyrimidin-6-yl)-1H-indazol-1-yl)acetic acid